COC1=C(C=CC(=C1)C(=O)N1CCOCC1)NC=1N=CC2=C(N1)C1(C(N(C2)C=2C=C(C=CC2C)NC(C2=CC(=CC=C2)C(F)(F)F)=O)=O)CC1 N-(3-(2'-((2-methoxy-4-(morpholine-4-carbonyl)phenyl)amino)-7'-oxo-5'H-spiro[cyclopropane-1,8'-pyrido[4,3-d]pyrimidine]-6'(7'H)-yl)-4-methylphenyl)-3-(trifluoromethyl)benzamide